N-(5-methylpyrimidin-2-yl)-2-[6-bromo-1',1'-difluoro-1-oxospiro[3H-isoquinolin-4,2'-cyclopropan]-2-yl]acetamide CC=1C=NC(=NC1)NC(CN1C(C2=CC=C(C=C2C2(C(C2)(F)F)C1)Br)=O)=O